CC1=NC=CC(=C1)C=1C=C2C(=NC1)N(C=C2)CC(=O)NC2=NC=C(C=C2)C2=NC=CN=C2 2-[5-(2-methyl-4-pyridyl)pyrrolo[2,3-b]pyridin-1-yl]-N-(5-pyrazin-2-yl-2-pyridyl)acetamide